3-phenylimidazo[1,2-a]pyridin-6-amine C1(=CC=CC=C1)C1=CN=C2N1C=C(C=C2)N